3-(4-bromo-1H-pyrazol-1-yl)-3-cyclopentylpropionate BrC=1C=NN(C1)C(CC(=O)[O-])C1CCCC1